CC1=C(C2=C(N=CN=C2NC2(CC2)C)O1)C(=O)N1CCC=2C=CC=NC2C1 6-methyl-N-(1-methylcyclopropyl)-5-(5,6,7,8-tetrahydro-1,7-naphthyridine-7-carbonyl)furo[2,3-d]pyrimidin-4-amine